N1=C(C=CC(=C1)NC(C1=C(C=CC(=C1)C#N)Cl)=O)C=1C=NC=CC1 N-([2,3'-bipyridyl]-5-yl)-2-chloro-5-cyanobenzamide